NC(C(=O)OCC)C1=CC=CC=C1 ethyl 2-amino-2-phenylacetate